CC1=NOC(=C1N1CCN(CC1)C=1C=C(C(=O)OC)C=CC1F)C methyl 3-(4-(3,5-dimethylisoxazol-4-yl)piperazin-1-yl)-4-fluorobenzoate